N[C@H]1[C@@H]2N(C[C@H]1CC2)C(=O)C2=CC1=C(N(C(=N1)C=1N(C3=C(C=CC=C3C1)C=1C=CC(=NC1)C(=O)N)CC1CC1)C)C(=C2)OC 5-(2-(5-((1R,4R,7R)-7-Amino-2-azabicyclo[2.2.1]heptan-2-carbonyl)-7-methoxy-1-methyl-1H-benzo[d]imidazol-2-yl)-1-(cyclopropylmethyl)-1H-indol-7-yl)picolinamid